C(CN(C([O-])=O)CCCCCCCCCCC=C)N(C(OC1OC(C(=C1O)O)=O)=O)CCCCCCCCCCC=C (3,4-dihydroxy-5-oxo-2,5-dihydrofuran-2-yl) ethane-1,2-diylbis(dodec-11-en-1-ylcarbamate)